C1(CC1)OC1=C(C=NC=C1)N(C1CCN(CC1)C1=NC=C(C#N)C=C1)C1=CC=C(C=C1)C(F)(F)F 6-(4-((4-Cyclopropoxypyridin-3-yl)(4-(trifluoromethyl)phenyl)amino)piperidin-1-yl)nicotinonitrile